3-(3-chlorophenyl)prop-2-yn-1-yl methanesulfonate CS(=O)(=O)OCC#CC1=CC(=CC=C1)Cl